1-(3-aminophenyl)-2-{[5-(4-ethylphenyl)-4H-1,2,4-triazol-3-yl]sulfanyl}propan-1-on NC=1C=C(C=CC1)C(C(C)SC1=NN=C(N1)C1=CC=C(C=C1)CC)=O